Cl.C12CC(CC(CC1)N2)OC2=CC1=C(N=CN=C1NC1=CC(=C(C=C1)OC1=CC=3N(C=C1)N=CN3)C)C=N2 6-((Exo-8-azabicyclo[3.2.1]oct-3-yl)oxy)-N-(4-([1,2,4]triazolo[1,5-a]pyridine-7-yloxy)-3-methylphenyl)pyrido[3,4-d]pyrimidin-4-amine hydrochloride